ClC=1C(=NC(=NC1)NC1CC(CC1)C(=O)NCCCCCNC(COC1=C2C(N(C(C2=CC=C1)=O)C1C(NC(CC1)=O)=O)=O)=O)C1=CNC2=CC=CC=C12 3-((5-chloro-4-(1H-indol-3-yl)pyrimidin-2-yl)amino)-N-(5-(2-((2-(2,6-Dioxopiperidin-3-yl)-1,3-dioxoisoindolin-4-yl)oxy)acetamido)pentyl)cyclopentane-1-carboxamide